3-(6-chloropyridin-3-yl)pyrimidin-4(3H)-one ClC1=CC=C(C=N1)N1C=NC=CC1=O